FC1=C(C=CC2=C1SC1=C2C=CC=C1F)C(F)(F)F 4,6-difluoro-3-trifluoromethyl-dibenzothiophene